C1(CCCC1)NC1=CC=C(C=C1)[C@@H]1N(CCC[C@@H]1C(=O)NC1=CC(=C(C=C1)C)C(F)(F)F)S(=O)(=O)C1=CC2=CC=CC=C2C=C1 (2R,3S)-2-(4-(cyclopentylamino)phenyl)-N-(4-methyl-3-(trifluoro-methyl)phenyl)-1-(naphthalen-2-ylsulfonyl)piperidine-3-carboxamide